8-[(2-amino-3-fluoropyridin-4-yl)methyl]-5-(2-fluoro-4-iodoanilino)imidazo[1,5-a]pyridine-6-carboxylic acid trifluoroacetate FC(C(=O)O)(F)F.NC1=NC=CC(=C1F)CC=1C=2N(C(=C(C1)C(=O)O)NC1=C(C=C(C=C1)I)F)C=NC2